2,3-dihydro-3,5-distearyloxy-6-methyl-4H-pyran-4-one C(CCCCCCCCCCCCCCCCC)OC1COC(=C(C1=O)OCCCCCCCCCCCCCCCCCC)C